[Zn].S1C=NC2=C1C=CC=C2 benzothiazole zinc